FC1=CC=C(CN2N=CC(N(C2=O)CC2=CC=C(C=C2)F)=O)C=C1 2,4-bis(4-fluorobenzyl)-1,2,4-triazine-3,5(2h,4h)-dione